FC(C(=O)NCCCC1=CC=C(C=C1)C1=C(C=CC=C1)F)(C1=CC=CC=C1)F 2,2-difluoro-N-(3-(2'-fluoro-[1,1'-biphenyl]-4-yl)propyl)-2-phenylacetamide